ClC(C1=NC(=NO1)C1=CC=C(C=C1)NC=1C(C(C1NC1=C(C=CC=C1Cl)Cl)=O)=O)(F)F 3-((4-(5-(chlorodifluoromethyl)-1,2,4-oxadiazol-3-yl)phenyl)amino)-4-((2,6-dichlorophenyl)amino)cyclobut-3-ene-1,2-dione